tert-butyl ((6-chloropyrido[3,2-c]pyridazin-3-yl)methyl)carbamate ClC=1C=CC=2N=NC(=CC2N1)CNC(OC(C)(C)C)=O